tert-butyl 4-(4-(methoxycarbonyl)-2-nitrophenyl)piperazine-1-carboxylate COC(=O)C1=CC(=C(C=C1)N1CCN(CC1)C(=O)OC(C)(C)C)[N+](=O)[O-]